C1(CC1)C(=O)NC1=CC(=C(N=N1)C(=O)NC([2H])([2H])[2H])NC1=NC=CC=2C=3C([C@@H](N(C12)C)C)=NN(N3)C (S)-6-(cyclopropanecarboxamido)-N-(methyl-d3)-4-((2,4,5-trimethyl-4,5-dihydro-2H-[1,2,3]triazolo[4,5-c][1,7]naphthyridin-6-yl)amino)pyridazine-3-carboxamide